[2-(1H-imidazol-4-yl)ethyl]Urea N1C=NC(=C1)CCNC(=O)N